C1(CC1)C(=O)NC1=CC(=C(N=N1)C(=O)NC([2H])([2H])[2H])NC1=C(C(=CC=C1)C1=NOC(=N1)COC(C)C)OC 6-(cyclopropanecarboxamido)-4-((3-(5-(isopropoxymethyl)-1,2,4-oxadiazol-3-yl)-2-methoxyphenyl)amino)-N-(methyl-d3)pyridazine-3-carboxamide